N-[4-Amino-1-(2-trimethylsilylethoxymethyl)pyrazolo[4,3-c]pyridin-7-yl]-2-oxo-2-[rac-(2R,5S)-2-(6-methoxy-5-methyl-3-pyridyl)-5-methyl-1-piperidyl]acetamide NC1=NC=C(C2=C1C=NN2COCC[Si](C)(C)C)NC(C(N2[C@H](CC[C@@H](C2)C)C=2C=NC(=C(C2)C)OC)=O)=O |r|